1-{4-[2-methyl-4-({(1R)-1-[2-methyl-3-(trifluoromethyl)phenyl]ethyl}amino)pyrido[2,3-d]pyrimidine-6-sulfonyl]piperazin-1-yl}ethan-1-one CC=1N=C(C2=C(N1)N=CC(=C2)S(=O)(=O)N2CCN(CC2)C(C)=O)N[C@H](C)C2=C(C(=CC=C2)C(F)(F)F)C